ClC1=CC=2N=C(N=C(C2C=N1)N1C[C@@H](N(CC1)C(=O)OCC1=CC=CC=C1)CC#N)OC[C@H]1N(CCC1)C benzyl (2S)-4-[7-chloro-2-[[(2S)-1-methylpyrrolidin-2-yl]methoxy]pyrido[4,3-d]pyrimidin-4-yl]-2-(cyanomethyl)piperazine-1-carboxylate